C(C)(C)(C)OC(CC1=C(C(=C(C=C1)C1=NN(C(=C1C#N)N)C1(CC1)C)F)F)=O 2-[4-[5-amino-4-cyano-1-(1-methylcyclopropyl)pyrazol-3-yl]-2,3-difluorophenyl]acetic acid tert-butyl ester